1-(6-methyl-3-pyrimidin-2-yl-pyrazin-2-yl)ethanone CC1=CN=C(C(=N1)C(C)=O)C1=NC=CC=N1